C(#N)C1=C(C=CC=C1)SC=1C=2N(C=CC1)N=CC2C#N 4-((2-cyanophenyl)thio)pyrazolo[1,5-a]pyridine-3-carbonitrile